bis(2,3-dicarboxylphenyl)methane C(=O)(O)C1=C(C=CC=C1C(=O)O)CC1=C(C(=CC=C1)C(=O)O)C(=O)O